FC=1C(=NC(=CC1)NC1=NNC(=C1)C)CC1(CC(NCC1)C)C(=O)O 4-[[3-fluoro-6-[(5-methyl-1H-pyrazol-3-yl)amino]-2-pyridyl]methyl]-2-methyl-piperidine-4-carboxylic acid